FC=1C=C(C=CC1OC1=CC=NC2=CC(=C(N=C12)OC)OCCOC)NC(=O)C=1C=NC(=C(C1O)C=1OC=CC1)C N-[3-Fluoro-4-[[6-methoxy-7-(2-methoxyethoxy)-1,5-naphthyridin-4-yl]oxy]phenyl]-5-(furan-2-yl)-4-hydroxy-6-methylpyridine-3-carboxamide